NC=1C=C(C=CC1)C(C)(C)C1=CC(=CC=C1)C(C)(C)C1=CC(=CC=C1)N α,α'-bis(3-aminophenyl)-1,3-diisopropylbenzene